N-(1-benzyl-4-(3-oxo-3-(phenylamino)propyl)-1H-imidazol-2-yl)-3-(1-((2-(trimethylsilyl)ethoxy)methyl)-1H-pyrazol-4-yl)benzamide C(C1=CC=CC=C1)N1C(=NC(=C1)CCC(NC1=CC=CC=C1)=O)NC(C1=CC(=CC=C1)C=1C=NN(C1)COCC[Si](C)(C)C)=O